C=1(C(=CC(=C2C=CC=CC12)O)O)O 1,2,4-naphthalenetriol